ClC1=CC(=C(OC2=CC=C(C=N2)CN2C(C[C@@H]([C@@H]2C)O)=O)C=C1)F (4S,5S)-1-{[6-(4-chloro-2-fluorophenoxy)pyridin-3-yl]methyl}4-hydroxy-5-methylpyrrolidin-2-one